(s)-5-(Azetidin-2-ylmethoxy)-N-(1-(7-ethynylquinolin-5-yl)cyclopropyl)-2-methylbenzamide N1[C@@H](CC1)COC=1C=CC(=C(C(=O)NC2(CC2)C2=C3C=CC=NC3=CC(=C2)C#C)C1)C